(3,4-difluorophenyl)-N-(3-hydroxy-2-(3-methylbenzyl)propyl)morpholine-4-carboxamide FC=1C=C(C=CC1F)C1N(CCOC1)C(=O)NCC(CO)CC1=CC(=CC=C1)C